1,2-tridecanediol C(C(CCCCCCCCCCC)O)O